tert-butyl (1S,5R,6R)-6-(3-methyl-6-(1-methylpyrazol-4-yl)pyrazolo[1,5-a]pyrazin-4-yl)oxy-3-azabicyclo[3.2.0]heptane-3-carboxylate CC=1C=NN2C1C(=NC(=C2)C=2C=NN(C2)C)O[C@H]2[C@H]1CN(C[C@H]1C2)C(=O)OC(C)(C)C